OCCN(C)CC=1C=C(C(=O)NCC(C2=CC=CC=C2)=O)C=CC1 3-(((2-hydroxyethyl)(methyl)amino)methyl)-N-(2-oxo-2-phenylethyl)benzamide